4-((1-acryloylpiperidin-3-yl)amino)-N-(4-(4-morpholino-7H-pyrrolo[2,3-d]pyrimidin-6-yl)phenyl)picolinamide C(C=C)(=O)N1CC(CCC1)NC1=CC(=NC=C1)C(=O)NC1=CC=C(C=C1)C1=CC2=C(N=CN=C2N2CCOCC2)N1